FC(C=1C=C(C=C(C1)C(F)(F)F)S(=O)(=O)[N-]S(=O)(=O)C1=CC(=CC(=C1)C(F)(F)F)C(F)(F)F)(F)F.[Na+] sodium bis((3,5-bis(trifluoromethyl)phenyl)sulfonyl)amide